thieno[3,4-d]Pyrimidine N1=CN=CC=2C1=CSC2